3-(7-(2-((tert-butoxycarbonyl)amino)-3-cyanobenzo[b]thiophen-4-yl)-2,6,8-trifluoroquinazolin-4-yl)-3,8-diazabicyclo[3.2.1]octane-8-carboxylic acid tert-butyl ester C(C)(C)(C)OC(=O)N1C2CN(CC1CC2)C2=NC(=NC1=C(C(=C(C=C21)F)C2=CC=CC=1SC(=C(C12)C#N)NC(=O)OC(C)(C)C)F)F